C(=C)[SiH](O)[SiH2]C1=CC=CC=C1 vinylphenylsilyl-hydroxysilane